ethyl 7-[4-fluoro-2-(2-methoxyethoxy) phenyl]-4-oxo-thieno[3,2-c]pyran-6-carboxylate FC1=CC(=C(C=C1)C=1C2=C(C(OC1C(=O)OCC)=O)C=CS2)OCCOC